C(C1=CC=CC=C1)OCC1=NN(C(N1CC)=O)C=1C=C2C=CN=C(C2=C(C1)O[C@H](C(F)(F)F)C)OC1=C(C=CC(=C1)C)F (S)-3-((Benzyloxy)methyl)-4-ethyl-1-(1-(2-fluoro-5-methylphenoxy)-8-((1,1,1-trifluoropropan-2-yl)oxy)isoquinolin-6-yl)-1H-1,2,4-triazol-5(4H)-one